[Mg].[Fe] iron, magnesium salt